5-iodo-1-(pyridin-3-yl)-1H-pyrazole-4-carboxylic acid ethyl ester C(C)OC(=O)C=1C=NN(C1I)C=1C=NC=CC1